N-(6-(4-Isopropylpiperazin-1-yl)pyridin-3-yl)-4-(6-(pyridin-4-yl)imidazo[1,2-a]pyridin-3-yl)pyrimidin-2-amine C(C)(C)N1CCN(CC1)C1=CC=C(C=N1)NC1=NC=CC(=N1)C1=CN=C2N1C=C(C=C2)C2=CC=NC=C2